S1CCN(CC1)CCC(=O)N 3-thiomorpholinopropionamide